COC(C1=CC(=C(C(=C1)Br)N[C@@H](CO)C)N)=O (R)-3-amino-5-bromo-4-((1-hydroxypropan-2-yl)amino)benzoic acid methyl ester